tert-butyl (3S)-3-((6-amino-4-(morpholinomethyl)pyridin-2-yl)amino)cyclohexane-1-carboxylate NC1=CC(=CC(=N1)N[C@@H]1CC(CCC1)C(=O)OC(C)(C)C)CN1CCOCC1